tert-butyl (3R)-3-[[2-[2-[bis(tert-butoxycarbonyl)amino]pyrimidin-4-yl]thieno[3,2-c]pyridin-4-yl]-[2-fluoro-4-(1-methyltriazol-4-yl)benzoyl]amino]piperidine-1-carboxylate C(C)(C)(C)OC(=O)N(C1=NC=CC(=N1)C1=CC=2C(=NC=CC2S1)N([C@H]1CN(CCC1)C(=O)OC(C)(C)C)C(C1=C(C=C(C=C1)C=1N=NN(C1)C)F)=O)C(=O)OC(C)(C)C